Sodium octanesulphonate C(CCCCCCC)S(=O)(=O)[O-].[Na+]